(2R,4S)-1-((2'-chloro-5-formyl-[1,1'-biphenyl]-2-yl)sulfonyl)-4-fluoro-2-methylpiperidine-4-carboxylic acid ClC1=C(C=CC=C1)C1=C(C=CC(=C1)C=O)S(=O)(=O)N1[C@@H](C[C@@](CC1)(C(=O)O)F)C